2-((4-{2-[(4-Cyano-2-fluorobenzyl)oxy]pyridin-3-yl}piperidin-1-yl)methyl)-1-(1,3-oxazol-2-ylmethyl)-1H-benzimidazol C(#N)C1=CC(=C(COC2=NC=CC=C2C2CCN(CC2)CC2=NC3=C(N2CC=2OC=CN2)C=CC=C3)C=C1)F